3-((6-(4-(t-butoxycarbonyl)piperazin-1-yl)pyridin-3-yl)amino)propionic acid C(C)(C)(C)OC(=O)N1CCN(CC1)C1=CC=C(C=N1)NCCC(=O)O